2,6-Diiminopyridine Iron (II) [Fe+2].N=C1NC(C=CC1)=N